ClC1=C(C=CC=C1)NNC(C(=O)[O-])C(CC(=O)[O-])=O 2-(2-(2-chlorophenyl) hydrazino)-3-oxoglutarate